2-methoxy-4-ethynylaniline COC1=C(N)C=CC(=C1)C#C